1,3-dibromo-5-chloro-2-fluorobenzonitrile BrC1(C#N)C(C(=CC(=C1)Cl)Br)F